[C@H]12CN(C[C@H](CC1)N2)C=2C1=C(N=C(N2)OC[C@H]2N(CCC2)C)N=C(C=C1)C1=CC=CC2=CC=CC(=C12)Cl 4-((1R,5S)-3,8-diazabicyclo[3.2.1]octan-3-yl)-7-(8-chloronaphthalen-1-yl)-2-(((S)-1-methylpyrrolidin-2-yl)methoxy)pyrido[2,3-d]pyrimidine